ClC=1C=CC(=NC1)CC(C(=O)OC(C)(C)C)N=C(C1=CC=CC=C1)C1=CC=CC=C1 tertbutyl 3-(5-chloropyridin-2-yl)2-(diphenylmethyleneamino)propanoate